(S)-1-(4-fluorophenyl)-3,4-dihydroisoquinoline-2(1H)-carboxamide FC1=CC=C(C=C1)[C@@H]1N(CCC2=CC=CC=C12)C(=O)N